BrC1=CC(=C2C(=NC=NC2=C1)NC=1C(=C2C=CC=NC2=CC1)F)OC(CN(C)C)C 7-bromo-5-((1-(dimethylamino)propan-2-yl)oxy)-N-(5-fluoroquinolin-6-yl)quinazolin-4-amine